4-(2-isopropoxyphenyl)-5-(3-(neopentyloxy)phenyl)thiazol-2-amine C(C)(C)OC1=C(C=CC=C1)C=1N=C(SC1C1=CC(=CC=C1)OCC(C)(C)C)N